CC1=CC=CC(=N1)C1=NNC=C1C=1N=C2C=C(C=NC2=CC1)NC([C@H](CC1=CC=CC=C1)NS(=O)(=O)C1=CC=C(C=C1)C)=O |r| rac-(2S)-N-[6-[3-(6-methyl-2-pyridyl)-1H-pyrazol-4-yl]-1,5-naphthyridin-3-yl]-3-phenyl-2-(p-tolylsulfonylamino)propanamide